t-butyl 3-hydroxy-2,2,4,4-tetramethylcyclobutylcarbamate OC1C(C(C1(C)C)NC(OC(C)(C)C)=O)(C)C